C(C(=C)C)(=O)OCCC[Si](OC)(OC)OC methacryloxypropyl-trimethoxysilane